S(C)(=O)(=O)O.S(C)(=O)(=O)O.NCCCCCCCCN 1,8-diaminooctane dimesylate